1-pentadecyl-2-acetyl-sn-glycero-3-phosphocholine C(CCCCCCCCCCCCCC)OC[C@@H](OC(C)=O)COP(=O)([O-])OCC[N+](C)(C)C